diethylene glycol bis(3-acryloylaminopropyl) ether C(C=C)(=O)NCCCOCCOCCOCCCNC(C=C)=O